C(C)OC(=O)C1=CC(=NN1C)[C@H]1N(CC2(CC2)C1)C(=O)OC(C)(C)C (S)-3-(5-tert-Butoxycarbonyl-5-azaspiro[2.4]heptan-6-yl)-1-methyl-1H-pyrazole-5-carboxylic acid ethyl ester